N(C1=NNC(=N1)C)C1=NNC(=N1)C 3,3'-iminobis(5-methyl-1H-1,2,4-triazole)